tert-butyl N-[(1S)-4-bromo-1-methyl-3-oxo-butyl]carbamate BrCC(C[C@H](C)NC(OC(C)(C)C)=O)=O